[4-(2,6-dichlorobenzenesulfonyl)-1-piperazinyl]Thiazole-4-carboxylic acid ClC1=C(C(=CC=C1)Cl)S(=O)(=O)N1CCN(CC1)C=1SC=C(N1)C(=O)O